BrCC1CN(C(N(C1)CC1=C(C=CC(=C1)F)OC)=O)C1=CC(=C(C=C1)OC)OCCCCC 5-(bromomethyl)-1-(5-fluoro-2-methoxybenzyl)-3-(4-methoxy-3-(pentyloxy)phenyl)tetrahydropyrimidin-2(1H)-one